CC(CO)(CC1=CC=CC=C1)C 2,2-DIMETHYL-3-PHENYLPROPAN-1-OL